7-Bromo-1-isopropyl-3-methyl-8-phenyl-6-(phenylsulfonyl)-3,6-dihydroimidazo[4,5-d]pyrrolo[2,3-b]pyridin BrC1=C(C=2C(=NC=C3C2N(CN3C)C(C)C)N1S(=O)(=O)C1=CC=CC=C1)C1=CC=CC=C1